C(CCC\C=C/CC)OC(CCC(=O)OCCCCCCN(CCCCCCOC(CCC(OCCCC\C=C/CC)OCCCC\C=C/CC)=O)CCCN(CCCCCCCC(=O)OCCCCCCCCC)CCO)OCCCC\C=C/CC ((3-((2-hydroxyethyl)(8-(nonyloxy)-8-oxooctyl)amino)propyl)azanediyl)bis(hexane-6,1-diyl) bis(4,4-bis(((Z)-oct-5-en-1-yl)oxy)butanoate)